C(C1=CC=C(C(=O)OCCCCCCC(C)C)C=C1)(=O)OCC(CCCC)CC 2-ethylhexyl (isononyl) terephthalate